C(C)(C)(C)OC(=O)NCC(=O)OC(C)(C)C tert-butyl (tert-butoxycarbonyl)glycinate